2-(4-(2-(2,6-dimethylpyridin-4-yl)-3-isopropyl-1H-indol-5-yl)piperidin-1-yl)-N-(tetrahydro-2H-pyran-4-yl)acetamide CC1=NC(=CC(=C1)C=1NC2=CC=C(C=C2C1C(C)C)C1CCN(CC1)CC(=O)NC1CCOCC1)C